(2-(4-((3-methyl-4-((1-methyl-1H-benzimidazol-5-yl)oxy)phenyl)amino)pyrimidin-5-yl)oxazol-4-yl)formaldehyde CC=1C=C(C=CC1OC1=CC2=C(N(C=N2)C)C=C1)NC1=NC=NC=C1C=1OC=C(N1)C=O